N-[(4-cyclopropanesulfonamidopyridin-2-yl)methyl]-5-[2-methylimidazo[1,2-a]pyrimidin-6-yl]pyridine-2-carboxamide C1(CC1)S(=O)(=O)NC1=CC(=NC=C1)CNC(=O)C1=NC=C(C=C1)C=1C=NC=2N(C1)C=C(N2)C